O=C(CC[C@H]1NC(OC1)=O)N1CC2(C1)CCN(CC2)CC2=NC=C(C=C2)C(F)(F)F (4R)-4-[3-Oxo-3-[7-[[5-(trifluoromethyl)-2-pyridyl]methyl]-2,7-diazaspiro[3.5]nonan-2-yl]propyl]oxazolidin-2-one